tert-butyl (R)-3-((2-(N,N-bis(4-methoxybenzyl)sulfamoyl)-4-bromo-3-(1-(4-methoxybenzyl)-2H-tetrazol-5-yl)phenyl)sulfonamido)pyrrolidine-1-carboxylate COC1=CC=C(CN(S(=O)(=O)C2=C(C=CC(=C2C2=NNNN2CC2=CC=C(C=C2)OC)Br)S(=O)(=O)N[C@H]2CN(CC2)C(=O)OC(C)(C)C)CC2=CC=C(C=C2)OC)C=C1